((2R,3S,5R)-5-(6-dodecanamido-2-fluoro-9H-purin-9-yl)-2-ethynyl-3-hydroxytetrahydrofuran-2-yl)methyl pentanoate C(CCCC)(=O)OC[C@]1(O[C@H](C[C@@H]1O)N1C2=NC(=NC(=C2N=C1)NC(CCCCCCCCCCC)=O)F)C#C